C(CCCC)NCC(=O)O N-(Pentyl)glycin